rac-Ethyl 2-(4,7-dichloro-6-(4-((dimethylamino)methyl)-3-fluorophenyl)-2H-indazol-2-yl)-2-((R)-6-fluoro-6,7-dihydro-5H-pyrrolo[1,2-c]imidazol-1-yl)acetate ClC=1C2=CN(N=C2C(=C(C1)C1=CC(=C(C=C1)CN(C)C)F)Cl)[C@@H](C(=O)OCC)C1=C2N(C=N1)C[C@@H](C2)F |&1:22|